C1(CC1)C1=CC2=C(C=N1)C(OC(O2)(C)C)=O 7-(cyclopropyl)-2,2-dimethyl-4H-[1,3]-dioxino[5,4-c]pyridin-4-one